7-fluoro-1-isopropyl-3-methyl-8-(6-(3-(piperidin-1-yl)propoxy)pyridin-3-yl)imidazo[1,5-a]quinoxaline FC=1C=C2N=CC=3N(C2=CC1C=1C=NC(=CC1)OCCCN1CCCCC1)C(=NC3C)C(C)C